2,2-bis[(3-mercaptopropoxy)methyl]-1-butanol SCCCOCC(CO)(CC)COCCCS